tert-butyl (1R,5R,6R)-3-(2-chloro-7-(8-chloronaphthalen-1-yl)-8-fluoropyrido[4,3-d]pyrimidin-4-yl)-6-hydroxy-3,8-diazabicyclo[3.2.1]octane-8-carboxylate ClC=1N=C(C2=C(N1)C(=C(N=C2)C2=CC=CC1=CC=CC(=C21)Cl)F)N2C[C@H]1C[C@H]([C@@H](C2)N1C(=O)OC(C)(C)C)O